OC1C(C2CN(C3=C(C(N2C1)=O)C=C(C=C3)OC)COCC[Si](C)(C)C)=O 2-hydroxy-7-methoxy-10-((2-(trimethylsilyl)ethoxy)methyl)-1,2,3,10,11,11a-hexahydro-5H-pyrrolo[2,1-c][1,4]-benzodiazepin-5,1-dione